tert.-butyldimethylsilyloxy-4-vinyl-2-ethoxybenzene C(C)(C)(C)[Si](OC1=C(C=C(C=C1)C=C)OCC)(C)C